C(C)(C)(C)NC(CN(C)C=1C2=C(N=C(N1)C1=NC=CC(=C1)OC[C@H](C)O)CCC2)=O N-tert-butyl-2-[(2-{4-[(2S)-2-hydroxypropoxy]pyridin-2-yl}-5H,6H,7H-cyclopenta[d]pyrimidin-4-yl)(methyl)amino]acetamide